methylenediacetyl-amide C=CC(=O)[N-]C(C)=O